COC1=CC(=NC=N1)C1=CC(=NN1)C(=O)O 5-(6-methoxypyrimidin-4-yl)-1H-pyrazole-3-carboxylic acid